1-tert-Butyl 2-((3aR,7aS)-1,3-dioxo-3a,4,7,7a-tetrahydro-1H-isoindol-2(3H)-yl) (2S,5R)-5-((benzyloxy)amino)piperidine-1,2-dicarboxylate C(C1=CC=CC=C1)ON[C@@H]1CC[C@H](N(C1)C(=O)OC(C)(C)C)C(=O)ON1C([C@H]2CC=CC[C@H]2C1=O)=O